ClC1=C(C=NC=2OCCNC21)N2CC=1C=C(N=CC1CC2)NC2=NN1CC(N(CCC1=C2)C)=O 2-[(6-{8-chloro-1H,2H,3H-pyrido[2,3-b][1,4]oxazin-7-yl}-5,6,7,8-tetrahydro-2,6-naphthyridin-3-yl)amino]-6-methyl-4H,5H,6H,7H,8H-pyrazolo[1,5-d][1,4]diazepin-7-one